C\C(=C/CC=1C(=C(C(=O)O)C(=CC1O)C(C)CCCC)O)\CCC=C(C)C 3-[(2E)-3,7-dimethylocta-2,6-dien-1-yl]-6-(hexan-2-yl)-2,4-dihydroxybenzoic acid